[Ir+3].C(C)N1C2=CC=CC=C2C=2C=C(C=CC12)NC(=O)C1=CC=C(CN2C[C@H](CC2)C(=O)NCCCCNC=2C3=CC=CC=C3N=C3CCCCC23)C=C1 (S)-1-(4-((9-ethyl-9H-carbazol-3-yl)carbamoyl)benzyl)-N-(4-((1,2,3,4-tetrahydroacridin-9-yl)amino)butyl)pyrrolidine-3-carboxamide iridium(III)